C(C)(=O)C=1C=C(C=CC1)NC(NC=1C=C(OC2=CC3=C(N=C(S3)NC(=O)C3CC3)C=C2)C=CC1F)=O N-(6-(3-(3-(3-acetylphenyl)ureido)-4-fluorophenoxy)benzo[d]thiazol-2-yl)cyclopropanecarboxamide